(2-fluoro-6-(trifluoromethyl)phenyl)methanamine FC1=C(C(=CC=C1)C(F)(F)F)CN